N1=C(C=CC=C1)SSCCC(=O)NN 3-(2-pyridyldithio)propanehydrazide